amino-propionic acid amide NC(C(=O)N)C